CP(=O)(C)C=1C=C(C=C(C1)F)CC1CC2(CN(C2)C(=O)N2C[C@@H]3[C@@H](OCC(N3)=O)CC2)C1 (4aR,8aS)-6-[6-[(3-dimethylphosphoryl-5-fluoro-phenyl)methyl]-2-azaspiro[3.3]heptane-2-carbonyl]-4,4a,5,7,8,8a-hexahydropyrido[4,3-b][1,4]oxazin-3-one